S(=O)(=O)(OCCCCCCCCCCCCCCCCC)C1=CC=C(C)C=C1 heptadecyl tosylate